FC(C(=O)O)(F)F.NC1=NN2C(N=CC=C2)=C1C(=O)NC(CC)C=1C=C(C=2N(C1N1CC(S(CC1)(=O)=O)C)C=NC2C#N)Cl 2-Amino-N-(1-(8-chloro-1-cyano-5-(2-methyl-1,1-dioxidothiomorpholino)imidazo[1,5-a]pyridin-6-yl)propyl)pyrazolo[1,5-a]pyrimidine-3-carboxamide trifluoroacetate salt